4-[(3-{2-[(2,2-difluoro-2H-1,3-benzodioxol-5-yl)oxy]acetamido}bicyclo[1.1.1]-pentan-1-yl)carbamoyl]benzoic acid FC1(OC2=C(O1)C=CC(=C2)OCC(=O)NC21CC(C2)(C1)NC(=O)C1=CC=C(C(=O)O)C=C1)F